[N-]=C=O.[N-]=C=O.C=C1C=CC(C=C1)=C 1,4-dimethylenebenzene diisocyanate